FC=1C=NC=C(C1C)C(C)N1N=CC(=C1)[N+](=O)[O-] 3-fluoro-4-methyl-5-(1-(4-nitro-1H-pyrazol-1-yl)ethyl)pyridin